6-(5-{[3-hydroxy-3-(4-methoxyphenyl)propyl]carbamoyl}-6-methoxypyridin-3-yl)-N-methyl-1H-indazole-3-carboxamide OC(CCNC(=O)C=1C=C(C=NC1OC)C1=CC=C2C(=NNC2=C1)C(=O)NC)C1=CC=C(C=C1)OC